1'-(tert-butyl) 5'-methyl (3R,5'S)-5-chloro-2-oxospiro[indoline-3,3'-pyrrolidine]-1',5'-dicarboxylate ClC=1C=C2C(=CC1)NC([C@@]21CN([C@@H](C1)C(=O)OC)C(=O)OC(C)(C)C)=O